tert-Butyl (3R,7R)-19-(2,6-dimethylphenyl)-8,15,15-trioxo-2-oxa-15λ6-thia-5,9,16,18,21-pentaazatetracyclo[15.3.1.13,7.110,14]tricosa-1(21),10(22),11,13,17,19-hexaene-5-carboxylate CC1=C(C(=CC=C1)C)C=1N=C2NS(C3=CC=CC(NC([C@H]4CN(C[C@H](OC(C1)=N2)C4)C(=O)OC(C)(C)C)=O)=C3)(=O)=O